3-(1-(tert-butoxycarbonyl)-1,2,3,6-tetrahydropyridin-4-yl)-7-methyl-1H-indole-2-carboxylic acid C(C)(C)(C)OC(=O)N1CCC(=CC1)C1=C(NC2=C(C=CC=C12)C)C(=O)O